BrC1=CN(C2=CN=C(C=C21)NC(C)=O)C2CC(C2)COC N-(3-bromo-1-((1s,3s)-3-(methoxymethyl)cyclobutyl)-1H-pyrrolo[2,3-c]pyridin-5-yl)acetamide